1-(3-fluoro-4-(methoxymethyloxy)phenyl)-5-methyl-1H-1,2,3-triazole-4-carboxylic acid ethyl ester C(C)OC(=O)C=1N=NN(C1C)C1=CC(=C(C=C1)OCOC)F